1-(5-chloro-1-(1-methyl-1H-pyrazol-4-yl)-1H-pyrazolo[3,4-c]pyridin-3-yl)ethane ClC=1C=C2C(=CN1)N(N=C2CC)C=2C=NN(C2)C